ClC1=NC=2N(C(=C1)NC=1C=NC=CC1)N=CC2C#N 5-chloro-7-(pyridin-3-ylamino)pyrazolo[1,5-a]Pyrimidine-3-carbonitrile